(R)-N-((5-fluoro-6-(2,2,2-trifluoroethoxy)pyridin-3-yl)(5-fluoro-6-(trifluoromethyl)pyridin-2-yl)methyl)-2-methylpropane-2-sulfinamide FC=1C=C(C=NC1OCC(F)(F)F)C(N[S@](=O)C(C)(C)C)C1=NC(=C(C=C1)F)C(F)(F)F